1-[(4-methoxyphenyl)methyl]-3-[3-methyl-2-oxo-4-(4,4,5,5-tetramethyl-1,3,2-dioxaborolan-2-yl)benzimidazol-1-yl]piperidine-2,6-dione COC1=CC=C(C=C1)CN1C(C(CCC1=O)N1C(N(C2=C1C=CC=C2B2OC(C(O2)(C)C)(C)C)C)=O)=O